8-(morpholinomethyl)-6-bromo-2H-benzo[b][1,4]oxazin-3(4H)-one O1CCN(CC1)CC1=CC(=CC2=C1OCC(N2)=O)Br